NC=1C(=C(C(=C(C(=O)NC=2C=C(C=CC2N2CCN(CC2)C)N2N=NC(=C2)C(=O)OC)C1)Cl)C)F methyl 1-(3-(5-amino-2-chloro-4-fluoro-3-methylbenzamido)-4-(4-methylpiperazin-1-yl) phenyl)-1H-1,2,3-triazole-4-carboxylate